BrC=1C=C2OC3=C(CCCC3=CC2=CC1)C=O 6-bromo-2,3-dihydro-1H-xanthen-4-carbaldehyde